lithium 2-[12-[2-methoxyethyl(methyl)amino]-9-oxo-5-thia-1,10,11-triazatricyclo[6.4.0.02,6]dodeca-2(6),3,7,11-tetraen-10-yl]acetate COCCN(C1=NN(C(C2=CC=3SC=CC3N12)=O)CC(=O)[O-])C.[Li+]